tert-butyl 3-(3-bromopyrazolo[1,5-a]pyridin-6-yl)azetidine-1-carboxylate BrC=1C=NN2C1C=CC(=C2)C2CN(C2)C(=O)OC(C)(C)C